FC(C(=O)NC=1C=C2CN(CC2=CC1)C(C(F)(F)F)=O)(F)F 2,2,2-trifluoro-N-(2-(2,2,2-trifluoroacetyl)isoindolin-5-yl)acetamide